[Mn](=O)(=O)(=O)[O-].[Na+].[Na+].[Mn](=O)(=O)(=O)[O-] sodium-sodium permanganate